(S)-3-(bis(4-methoxyphenyl)(phenyl)methoxy)-2-(4-isobutyramido-2-oxopyrimidin-1(2H)-yl)propyl(2-cyanoethyl)diisopropylphosphoramidite COC1=CC=C(C=C1)C(OC[C@@H](COP([O-])N(C(C)(C)CCC#N)C(C)C)N1C(N=C(C=C1)NC(C(C)C)=O)=O)(C1=CC=CC=C1)C1=CC=C(C=C1)OC